4-chloro-pyrimidine ClC1=NC=NC=C1